6-[[(2S)-2-ethylmorpholin-4-yl]methyl]-4-(trifluoromethyl)-2,3-dihydro-isoindol-1-one C(C)[C@H]1CN(CCO1)CC1=CC(=C2CNC(C2=C1)=O)C(F)(F)F